ClC1=C(C=CC=C1OC)C=O (2-chloro-3-methoxyphenyl)methanon